(1r,3r)-N-((6-fluoroisoquinolin-5-yl)methyl)-3-(3-(trifluoromethoxy)phenoxy)cyclobutane-1-amine hydrochloride Cl.FC=1C(=C2C=CN=CC2=CC1)CNC1CC(C1)OC1=CC(=CC=C1)OC(F)(F)F